The molecule is a phosphorothioate oligonucleotide consisting of five deoxyguanosine, three deoxycytidine, four deoxyadenosine and nine thymidine residues connected by 3'->5' phosphorothioate linkages in the sequence T-G-T-G-G-G-T-T-A-A-G-A-C-T-T-T-T-T-A-C-C. It has a role as an antigen and an antisense oligonucleotide. CC1=CN(C(=O)NC1=O)[C@H]2C[C@@H]([C@H](O2)CO)OP(=S)(O)OC[C@@H]3[C@H](C[C@@H](O3)N4C=NC5=C4N=C(NC5=O)N)OP(=S)(O)OC[C@@H]6[C@H](C[C@@H](O6)N7C=C(C(=O)NC7=O)C)OP(=S)(O)OC[C@@H]8[C@H](C[C@@H](O8)N9C=NC1=C9N=C(NC1=O)N)OP(=O)(OC[C@@H]1[C@H](C[C@@H](O1)N1C=NC2=C1N=C(NC2=O)N)OP(=S)(O)OC[C@@H]1[C@H](C[C@@H](O1)N1C=NC2=C1N=C(NC2=O)N)OP(=S)(O)OC[C@@H]1[C@H](C[C@@H](O1)N1C=C(C(=O)NC1=O)C)OP(=S)(O)OC[C@@H]1[C@H](C[C@@H](O1)N1C=C(C(=O)NC1=O)C)OP(=S)(O)OC[C@@H]1[C@H](C[C@@H](O1)N1C=NC2=C(N=CN=C21)N)OP(=S)(O)OC[C@@H]1[C@H](C[C@@H](O1)N1C=NC2=C(N=CN=C21)N)OP(=S)(O)OC[C@@H]1[C@H](C[C@@H](O1)N1C=NC2=C1N=C(NC2=O)N)OP(=S)(O)OC[C@@H]1[C@H](C[C@@H](O1)N1C=NC2=C(N=CN=C21)N)OP(=S)(O)OC[C@@H]1[C@H](C[C@@H](O1)N1C=CC(=NC1=O)N)OP(=S)(O)OC[C@@H]1[C@H](C[C@@H](O1)N1C=C(C(=O)NC1=O)C)OP(=S)(O)OC[C@@H]1[C@H](C[C@@H](O1)N1C=C(C(=O)NC1=O)C)OP(=S)(O)OC[C@@H]1[C@H](C[C@@H](O1)N1C=C(C(=O)NC1=O)C)OP(=S)(O)OC[C@@H]1[C@H](C[C@@H](O1)N1C=C(C(=O)NC1=O)C)OP(=S)(O)OC[C@@H]1[C@H](C[C@@H](O1)N1C=C(C(=O)NC1=O)C)OP(=S)(O)OC[C@@H]1[C@H](C[C@@H](O1)N1C=NC2=C(N=CN=C21)N)OP(=S)(O)OC[C@@H]1[C@H](C[C@@H](O1)N1C=CC(=NC1=O)N)OP(=S)(O)OC[C@@H]1[C@H](C[C@@H](O1)N1C=CC(=NC1=O)N)O)S